ClC=1C=C(C(=O)N2CS(C3=C2C=CC=C3)(=O)=O)C=C(C1O)Cl 3-(3,5-dichloro-4-hydroxybenzoyl)-1,1-dioxo-2,3-dihydro-1,3-benzothiazole